C(C)C=1C(=NC2=CC3=C(C=C2C1)OCC[C@H]1N(C3)CCN(C1)C(=O)OC(C)(C)C)OC tert-butyl (R)-10-ethyl-11-methoxy-1,2,4,4a,5,6-hexahydro-3H,14H-pyrazino[1',2':5,6][1,5]oxazocino[2,3-g]quinoline-3-carboxylate